2,2,4-trimethylsilylcyclopentane C[SiH2]C1(CCC(C1)[SiH2]C)[SiH2]C